FC=1C(=NC=C(C1)F)C1=CC(=CN1C)C(=O)NC1=CC(=CC(=C1)NS(=O)(=O)C)F 5-(3,5-difluoropyridin-2-yl)-N-(3-fluoro-5-(methylsulfonamido)phenyl)-1-methyl-1H-pyrrole-3-carboxamide